2-(2-Chlorodibenzo[b,d]thiophen-4-yl)-4,4,5,5-tetramethyl-1,3,2-dioxaborolane ClC1=CC2=C(SC3=C2C=CC=C3)C(=C1)B1OC(C(O1)(C)C)(C)C